Methyl 2-((3,5-dichloro-4-((6-chloro-5-phenylpyridazin-3-yl) oxy) phenyl) amino)-2-oxoacetate ClC=1C=C(C=C(C1OC=1N=NC(=C(C1)C1=CC=CC=C1)Cl)Cl)NC(C(=O)OC)=O